C(C)(C)(C)OC(=O)N1OCC[C@H]1C1=CC(=CC(=C1)F)C#N.C(CC)C=1CCOC1 (R)-4-n-propyl-dihydrofuran tert-butyl-(3S)-3-(3-cyano-5-fluoro-phenyl)isoxazolidine-2-carboxylate